N,1-dimethyl-3-(3-(1-methyl-1H-pyrazol-4-yl)isoquinolin-8-yl)-2-oxo-2,3-dihydro-1H-benzo[d]imidazole-5-carboxamide CNC(=O)C1=CC2=C(N(C(N2C=2C=CC=C3C=C(N=CC23)C=2C=NN(C2)C)=O)C)C=C1